ethyl oxazinate O1NC(=CC=C1)C(=O)OCC